C[N+](=CSC1=NOC(C1)(C)C)C N,N-dimethyl-(5,5-dimethyl-4H-isoxazol-3-yl-sulfanyl)methaniminium